C(C=C)(=O)N1CCC(CC1)C1C=2N(NCC1)C(=C(N2)C2=CC=C(C=C2)OC2=CC=C(C=C2)OC)C(=O)N 8-(1-acryloylpiperidin-4-yl)-2-(4-(4-methoxyphenoxy)phenyl)-5,6,7,8-tetrahydroimidazo[1,2-b]pyridazine-3-carboxamide